OC(C(=O)OCC(C)(C)OC(C)C1=CCC(C1)(C)C)C 2-[1-(4,4-dimethyl-1-cyclopenten-1-yl) ethoxy]-2-methylpropyl 2-hydroxypropionate